The molecule is a pentahydroxyflavone that is flavone substituted by hydroxy groups at positions 5, 7, 2', 4' and 5'. It has a role as a plant metabolite. C1=C(C=C2C(=C1O)C(=O)C=C(O2)C3=CC(=C(C=C3O)O)O)O